BrC1=C(C=C2C(N(C(C2=C1)=O)C1C(NC(CC1)=O)=O)=O)CN1CCN(CC1)C1=CC=C2CN(C(C2=C1)=O)C(C(=O)NC=1SC=CN1)C1=C(C=CC(=C1)F)O 2-(6-(4-((6-bromo-2-(2,6-dioxopiperidin-3-yl)-1,3-dioxoisoindolin-5-yl)methyl)piperazin-1-yl)-1-oxoisoindolin-2-yl)-2-(5-fluoro-2-hydroxyphenyl)-N-(thiazol-2-yl)acetamide